OC=1C=C(C=CC1O)/C=C/C(=O)OCC=CC1=CC=CC=C1 (2E)-cinnamyl 3-(3,4-dihydroxyphenyl)acrylate